C(C)(=O)N1C[C@@H](CC1)S(=O)(=O)N(C=O)[C@@H]1N2C(N([C@H](CC1)C2)OS(=O)(=O)[O-])=O (2S,5R)-2-(N-(((R)-1-acetylpyrrolidin-3-yl) sulfonyl) formamidyl)-7-oxo-1,6-diazabicyclo[3.2.1]oct-6-ylsulfate